FC=1C=C(C=CC1F)[C@H]1[C@H](O[C@@]([C@H]1C)(C(F)(F)F)C)C(=O)NC1=CC(=NC=C1)C(=O)N (2S,3S,4S,5S)-4-[[3-(3,4-difluorophenyl)-4,5-dimethyl-5-(trifluoromethyl)tetrahydrofuran-2-carbonyl]amino]pyridine-2-carboxamide